D-Mannopyranuronic acid OC1[C@@H](O)[C@@H](O)[C@H](O)[C@H](O1)C(=O)O